sodium 2-acrylamido-2-methylpropanesulfonate cis-tert-butyl-4-(3-((5-chloro-4-(4'-fluoro-[1,1'-biphenyl]-3-yl)pyrimidin-2-yl)amino)cyclohexane-1-carbonyl)piperazine-1-carboxylate C(C)(C)(C)OC(=O)N1CCN(CC1)C(=O)[C@@H]1C[C@@H](CCC1)NC1=NC=C(C(=N1)C=1C=C(C=CC1)C1=CC=C(C=C1)F)Cl.C(C=C)(=O)NC(CS(=O)(=O)[O-])(C)C.[Na+]